C(#N)C=1C=CC(=C(C1)C1=CC(=NC=C1C(=O)NC=1SC2=C(N1)CN(C2)C(=O)C2CC(C2)OC(F)F)C)OC 4-(5-Cyano-2-methoxyphenyl)-N-(5-(3-(di-fluoromethoxy)cyclobutane-1-carbonyl)-5,6-dihydro-4H-pyrrolo[3,4-d]thiazol-2-yl)-6-methyl-nicotinamide